(2S)-2-[9H-fluoren-9-ylmethoxycarbonyl-(methyl)amino]-3-(p-tolyl)propanoic acid C1=CC=CC=2C3=CC=CC=C3C(C12)COC(=O)N([C@H](C(=O)O)CC1=CC=C(C=C1)C)C